C(C1=CC=CC=C1)NS(=O)(=O)C1=CC(=CC=C1)C1=NC2=C(C=CN=C2C=C1)NC1CCN(CC1)C N-benzyl-3-{8-[(1-methylpiperidin-4-yl)amino]-1,5-naphthyridin-2-yl}benzene-1-sulfonamide